C1(CC(C2=CC=CC=C12)=O)=O (E)-1H-indene-1,3(2H)-dione